ethyl (2s,4s)-8-(5-chloro-3-fluoropyridin-2-yl)-5-(4-chlorobenzyl)-6,9-dioxo-5,8-diazaspiro[3.5]nonane-2-carboxylate ClC=1C=C(C(=NC1)N1CC(N(C2(CC(C2)C(=O)OCC)C1=O)CC1=CC=C(C=C1)Cl)=O)F